C(C)(=O)NCCNC(=O)N1C(C(NC2=C(C1)C=CC=C2)=O)C(C)CC N-(2-acetamidoethyl)-3-(sec-butyl)-2-oxo-1,2,3,5-tetrahydro-4H-benzo[1,4]diazepine-4-carboxamide